1-(4-(5-(chlorodifluoromethyl)-1,2,4-oxadiazol-3-yl)phenyl)-2-((4-(trifluoromethoxy)phenyl)amino)ethan-1-one ClC(C1=NC(=NO1)C1=CC=C(C=C1)C(CNC1=CC=C(C=C1)OC(F)(F)F)=O)(F)F